5-((Benzyloxy)carbonyl)-2,2-dimethyl-1,3-dioxane C(C1=CC=CC=C1)OC(=O)C1COC(OC1)(C)C